NC1=CC=C(C2=CC=CC=C12)N1CCN(CC1)C(=O)OC(C)(C)C tert-Butyl 4-(4-aminonaphthalen-1-yl)piperazine-1-carboxylate